(4-methylphenyl)-2,4-dioxo-1,2,3,4-tetrahydropyrimidine-5-formic acid CC1=CC=C(C=C1)N1C(NC(C(=C1)C(=O)O)=O)=O